(2S,4R)-1-[(2S)-2-(4-cyclopropyltriazol-1-yl)-3,3-dimethyl-butanoyl]-4-hydroxy-N-[3-(methylsulfonylmethyl)oxetan-3-yl]pyrrolidine-2-carboxamide C1(CC1)C=1N=NN(C1)[C@H](C(=O)N1[C@@H](C[C@H](C1)O)C(=O)NC1(COC1)CS(=O)(=O)C)C(C)(C)C